6-methyl-4,9-dioxo-1,5-dioxononan-7-yl isobutyrate C(C(C)C)(=O)OC(C(C(C(CCC=O)=O)=O)C)CC=O